C(N)(=N)C=1C=C(SC1)[C@@H](C)NC(=O)[C@@H]1C[C@](CN1C(CNC(=O)C=1C=CC=2C(C3=CC=CC=C3C2C1)(F)F)=O)(F)COCCCCCCCCCC(=O)OC methyl 10-(((3R,5S)-5-(((R)-1-(4-carbamimidoylthiophen-2-yl)ethyl)carbamoyl)-1-((9,9-difluoro-9H-fluorene-3-carbonyl)glycyl)-3-fluoropyrrolidin-3-yl)methoxy)decanoate